ClC=1C=CC(=NC1)NC([C@H](C)N1CC(CCC1)C=1C=NC(=C(C1)CO)OC)=O (2S)-N-(5-chloropyridin-2-yl)-2-(3-(5-(hydroxymethyl)-6-methoxypyridin-3-yl)piperidin-1-yl)propionamide